NC1=CC=C(C2=CC=CC=C12)OC1=C2CCC(NC2=NC=C1)=O 5-[(4-amino-1-naphthyl)oxy]-3,4-dihydro-1H-1,8-naphthyridin-2-one